2-amino-4-((S)-3-(((R)-2-(difluoromethylidene)tetrahydro-1H-pyrrolizin-7a(5H)-yl)methoxy)-5-fluoro-7,9-dihydrofuro[3,4-f]quinazolin-6-yl)-7-fluorobenzo[b]thiophene-3-carbonitrile NC1=C(C2=C(S1)C(=CC=C2C=2C1=C(C=3C=NC(=NC3C2F)OC[C@@]23CCCN3CC(C2)=C(F)F)COC1)F)C#N